CN(C(OC(C)(C)C)=O)[C@H]1CN(CC1)C1=NC=C(N=C1)C(NC1=CC2=CN(N=C2C=C1OCC#C)C)=O tert-Butyl N-methyl-N-[(3R)-1-[5-[(2-methyl-6-prop-2-ynoxy-indazol-5-yl)carbamoyl]pyrazin-2-yl]pyrrolidin-3-yl]carbamate